C(CCCCCCCCCCCCCCCCC)N.N1N=NC2=C1C=CC=C2 benzotriazole octadecyl-amine salt